C(C)(C)[C@@H]1COCCN1C[C@@H](C)[C@H]1CC[C@H]2\C(\CCC[C@]12C)=C\C=C\1/C([C@H](C[C@@H](C1)O)O)=C (1R,3S,Z)-5-(2-((1R,3aS,7aR,E)-1-((S)-1-((R)-3-isopropylmorpholino)propan-2-yl)-7a-methyloctahydro-4H-inden-4-ylidene)ethylidene)-4-methylenecyclohexane-1,3-diol